6-[4-[4-(5-Ethoxypyridin-3-yl)-3-fluorobenzoyl]piperazin-1-yl]-N-[4-(2-phenylsulfanylethylamino)-3-(trifluoromethyl)phenyl]sulfonylpyridazine-3-carboxamide C(C)OC=1C=C(C=NC1)C1=C(C=C(C(=O)N2CCN(CC2)C2=CC=C(N=N2)C(=O)NS(=O)(=O)C2=CC(=C(C=C2)NCCSC2=CC=CC=C2)C(F)(F)F)C=C1)F